COC1=CC=C(C(=N1)C)NC(C1=C(C=CC(=C1)C(F)(F)F)NC=1SC=CC1C)=O N-(6-methoxy-2-methylpyridin-3-yl)-2-((3-methylthiophen-2-yl)amino)-5-(trifluoromethyl)benzamide